(R)-8-chloro-4-((3-chloro-4-fluorophenyl)amino)-6-(((1-(1-ethylpiperidin-4-yl)-1H-1,2,3-triazol-4-yl)(thiophen-2-yl)methyl)amino)quinoline-3-carbonitrile ClC=1C=C(C=C2C(=C(C=NC12)C#N)NC1=CC(=C(C=C1)F)Cl)N[C@@H](C=1SC=CC1)C=1N=NN(C1)C1CCN(CC1)CC